N[C@H](C)[C@@H]1[C@H](NC1=O)[C@H](C(C(C)=[N+]=[N-])=O)C (R)-4-((2R,3R)-3-((R)-1-aminoethyl)-4-oxoazetidin-2-yl)-2-diazo-3-oxopentane